tert-butyl N-(tert-butoxycarbonyl)-N-(4-[3-[(3-chloro-2-ethoxyphenyl)amino]-4-oxo-1H,5H,6H,7H-pyrrolo[3,2-c]pyridin-2-yl]pyrimidin-2-yl)carbamate C(C)(C)(C)OC(=O)N(C(OC(C)(C)C)=O)C1=NC=CC(=N1)C1=C(C=2C(NCCC2N1)=O)NC1=C(C(=CC=C1)Cl)OCC